hafnium barium calcium [Ca].[Ba].[Hf]